3-methyl-1,2,4-triazole zinc salt [Zn].CC1=NNC=N1